2-(Isoindolin-2-yl)-6-methyl-8-(2-methyl-1,3-dioxolan-2-yl)-2H-benzo[b][1,4]oxazin-3(4H)-one C1N(CC2=CC=CC=C12)C1C(NC2=C(O1)C(=CC(=C2)C)C2(OCCO2)C)=O